(1,2,2,6,6-penta-methyl-4-piperidyl)-1,2,3,4-butane-tetra-carboxylate CN1C(CC(CC1(C)C)OC(=O)CC(C(CC(=O)[O-])C(=O)[O-])C(=O)[O-])(C)C